dibenzocyclononane-8-one C1=CC=CC=2CCCC(CC3=C(C21)C=CC=C3)=O